NC1=C(C=C(C=N1)C=1C=C(C=CC1C)S(=O)(=O)NC12CCC(C1)(C2)C#N)C2=CN=C(S2)C 3-(6-amino-5-(2-methylthiazol-5-yl)pyridin-3-yl)-N-(4-cyanobicyclo[2.1.1]hexan-1-yl)-4-methylbenzenesulfonamide